2-[[(3aR,5S,6aR)-6-benzyloxy-5-(benzyloxymethyl)-2,2-dimethyl-6,6a-dihydro-3aH-furo[2,3-d][1,3]dioxol-5-yl]methoxy]ethoxy-triisopropyl-silane C(C1=CC=CC=C1)OC1[C@](O[C@@H]2OC(O[C@@H]21)(C)C)(COCC2=CC=CC=C2)COCCO[Si](C(C)C)(C(C)C)C(C)C